C(CCC)C=1OC2=C(C1C(C1=CC=C(C=C1)O)=O)C=CC=C2 2-butyl-(4-hydroxybenzoyl)benzofuran